The molecule is a 17beta-hydroxy steroid that is 17beta-estradiol in the the hydrogen at the 11beta position has been replaced by a p-({5-[(4,4,5,5,5-pentafluoropentyl)sulfonyl]pentyl}oxy)phenyl group. RU 58668 is a pure anti-estrogen that downregulates estrogen receptor expression (IC50 = 0.04 nM). It has a role as an antineoplastic agent, an anti-estrogen and an estrogen receptor antagonist. It is a 17beta-hydroxy steroid, a 3-hydroxy steroid, a sulfone, an organofluorine compound and an aromatic ether. C[C@]12C[C@@H]([C@H]3[C@H]([C@@H]1CC[C@@H]2O)CCC4=C3C=CC(=C4)O)C5=CC=C(C=C5)OCCCCCS(=O)(=O)CCCC(C(F)(F)F)(F)F